5-[3-(morpholin-4-yl)propyl]-1,3,4-oxadiazole N1(CCOCC1)CCCC1=NN=CO1